COC=1C=C(C=CC1)C1=NOC(=N1)C=1N=CC(=NC1)OC1=CC=C2C=C(N(C2=C1)C)C(=O)N1CCN(CC1)CC1=CC=C(C=C1)OCC(F)(F)F (6-((5-(3-(3-methoxyphenyl)-1,2,4-oxadiazol-5-yl)pyrazin-2-yl)oxy)-1-methyl-1H-indol-2-yl)(4-(4-(2,2,2-trifluoroethoxy)benzyl)piperazin-1-yl)methanone